CS(=O)(=O)C1=C(C=C(C=C1)CC1CC2(CNC2)CC1)C(F)(F)F 6-[[4-methylsulfonyl-3-(trifluoromethyl)phenyl]methyl]-2-azaspiro[3.4]octane